O=C1C2(CC(C(N1)=O)C2)N2C(C1=CC=C(C=C1C2)O[C@@H]2[C@@H](CCCC2)N2CC(C2)C2=CC=C(C#N)C=C2)=O |r| Rac-4-(1-((cis)-2-((2-(2,4-dioxo-3-azabicyclo[3.1.1]heptan-1-yl)-1-oxoisoindolin-5-yl)oxy)cyclohexyl)azetidin-3-yl)benzonitrile